(6aR,8S)-2-Chloro-6a-(fluoromethyl)-5,6,6a,7,8,9-hexahydropyrrolo[1',2':4,5]pyrazino[2,3-c]pyridazin-8-ol ClC=1C=C2C(=NN1)NC[C@@]1(N2C[C@H](C1)O)CF